methyl (2S)-2-(8-(1-(benzyloxy)ethyl)-6-chloro-1,1-dioxidobenzo[e][1,4,3]oxathiazin-2(3H)-yl)-3-(6-fluoro-2,3-dimethylphenyl)butanoate C(C1=CC=CC=C1)OC(C)C1=CC(=CC2=C1S(N(CO2)[C@H](C(=O)OC)C(C)C2=C(C(=CC=C2F)C)C)(=O)=O)Cl